N-(1-(4-(2,6-dioxopiperidin-3-yl)-3,5-difluorophenyl)azetidin-3-yl)-2-(6-((R)-2-methylpyrrolidin-1-yl)pyridin-3-yl)acetamide O=C1NC(CCC1C1=C(C=C(C=C1F)N1CC(C1)NC(CC=1C=NC(=CC1)N1[C@@H](CCC1)C)=O)F)=O